C1(=CC=CC=C1)C1(CCCC1)C=O 1-PHENYLCYCLOPENTANECARBALDEHYDE